pyrimidine-4-carboxylic acid sodium salt [Na+].N1=CN=C(C=C1)C(=O)[O-]